C(C)(C)(C)OC(=O)C1=C(N=NC(=C1)C1=C(C=CC(=C1)Cl)F)N(C)CC(C(=O)OCC)(C)C 6-(5-chloro-2-fluorophenyl)-3-[(3-ethoxy-2,2-dimethyl-3-oxopropyl)(methyl)amino]pyridazine-4-carboxylic acid tert-butyl ester